propylbutyl phosphinate [PH2](OC(CCC)CCC)=O